2-((4-bromo-2-methylphenyl)(tert-butoxycarbonyl)amino)thiazole-4-carboxylic acid ethyl ester C(C)OC(=O)C=1N=C(SC1)N(C(=O)OC(C)(C)C)C1=C(C=C(C=C1)Br)C